arsenic butyric acid C(CCC)(=O)O.[As]